C(C)(C)(C)OC(=O)N[C@@H](CC(=O)N1CC=2N(CC1)C(=NN2)C(F)(F)F)CC2=C(C=C(C(=C2)F)F)F (3R)-3-(tert-Butoxycarbonylamino)-1-[3-(trifluoromethyl)-5,6,7,8-tetrahydro-1,2,4-triazolo[4,3-a]pyrazin-7-yl]-4-(2,4,5-trifluorophenyl)butan-1-one